bis(4-methylphenyl)chlorophosphine CC1=CC=C(C=C1)P(Cl)C1=CC=C(C=C1)C